C1(CC1)C=1C=CC=2N(C1)C=C(N2)COC2=CC(=CN=N2)N 6-((6-cyclopropylimidazo[1,2-a]pyridin-2-yl)methoxy)pyridazin-4-amine